C(C)N(C(C=CC1=CC(=CC=C1)F)=O)CC=1SC=CC1 N-ethyl-3-(3-fluorophenyl)-N-(thiophen-2-ylmethyl)propenamide